Dimethylaminobutanone CN(C)CC(CC)=O